ClC1=CC=C(C=C1)C1=NN2C(N=CC(=C2)C=2C(=C(C(=O)C3=CC=CC=C3)C=C(C2)[N+](=O)[O-])OC)=C1 [2-(4-chlorophenyl)pyrazolo[1,5-a]pyrimidin-6-yl]-2-methoxy-5-nitrobenzophenone